cyclopropane-1,1-dicarboxylic acid amide C1(CC1)(C(=O)N)C(=O)O